P(OOCC(CCCC)CC)(OOCC(CCCC)CC)OOCC(CCCC)CC tris(2-ethyl-hexyloxy) phosphite